2,2'-azobis(2-methylpropionamidine) N(=NC(C(=N)N)(C)C)C(C(=N)N)(C)C